2-cyclopropyl-5-methoxy-6-nitrobenzo[d]oxazole C1(CC1)C=1OC2=C(N1)C=C(C(=C2)[N+](=O)[O-])OC